C(C)(C)(C)OC(=O)C1=C(N=C(S1)NC(=O)N1C[C@@H](CC1)NC1=NC=CC2=CC=C(C=C12)C1=NOC(=N1)C)C 4-methyl-2-[[(3R)-3-[[7-(5-methyl-1,2,4-oxadiazol-3-yl)-1-isoquinolinyl]amino]pyrrolidine-1-carbonyl]amino]thiazole-5-carboxylic acid tert-butyl ester